C(CC)(=O)OC=1C=C2C(C=3C=CC=NC3OC2=CC1)O 10-hydroxy-9-oxA-1-azaanthracene-6-yl propionate